N-(2-Furanylmethyl)-1,4-dihydro-7-(4-methoxyphenyl)-1-methyl-2,4-dioxopyrimido[4,5-d]pyrimidine-3(2H)-acetamide O1C(=CC=C1)CNC(CN1C(N(C2=NC(=NC=C2C1=O)C1=CC=C(C=C1)OC)C)=O)=O